fluoro-3'-(trifluoromethyl)-[1,1'-biphenyl]-4-carbaldehyde FC1=C(C=CC(=C1)C=O)C1=CC(=CC=C1)C(F)(F)F